BrC1=CC2=C(N=C(N=C2O)C2=CC=NC=C2)C=N1 6-bromo-2-(4-pyridyl)pyrido[3,4-d]pyrimidin-4-ol